N-[2-[(4-Hydroxyphenyl)amino]-3-pyridinyl]-4-methoxybenzenesulfonamide OC1=CC=C(C=C1)NC1=NC=CC=C1NS(=O)(=O)C1=CC=C(C=C1)OC